5-(2-(3-fluoro-4-(pyridin-4-yl)phenylamino)-5-methylpyrimidin-4-ylamino)benzoxazol-2(3H)-one FC=1C=C(C=CC1C1=CC=NC=C1)NC1=NC=C(C(=N1)NC=1C=CC2=C(NC(O2)=O)C1)C